C(C1=CC=CC=C1)C1=NNC=C1 3-benzyl-1H-pyrazol